C(C)(C)(C)OC(=O)N1C(CC2(CC1C)OCCC1=C2SC(=C1)CC(F)F)C (2R,6S)-2-(2,2-difluoroethyl)-2',6'-dimethyl-spiro[4,5-dihydrothieno[2,3-C]pyran-7,4'-piperidine]-1'-carboxylic acid tert-butyl ester